(R)-9-bromo-N-(4-(chlorodifluoromethoxy)phenyl)-4-hydroxy-1,2,3,4-tetrahydrobenzo[4,5]imidazo[1,2-a]pyridine-7-carboxamide BrC1=CC(=CC=2N=C3N(CCC[C@H]3O)C21)C(=O)NC2=CC=C(C=C2)OC(F)(F)Cl